tert-butyl 4-(6-(7-ethoxy-2-methyl imidazo[1,2-a]pyrimidine-6-carboxamido)pyridazin-3-yl)piperazine-1-carboxylate C(C)OC1=NC=2N(C=C1C(=O)NC1=CC=C(N=N1)N1CCN(CC1)C(=O)OC(C)(C)C)C=C(N2)C